Cl.COC1=CC2=CC3=C(C(OC3)=O)C(=C2C=C1OC)C=1C=NC(=NC1)N1[C@@H](CCC1)COC (S)-6,7-dimethoxy-9-(2-(2-(methoxymethyl)pyrrolidin-1-yl)pyrimidin-5-yl)naphtho[2,3-c]furan-1(3H)-one hydrochloride